N(C(=O)N)N[C@@H](CCCCN)C(=O)O ureidolysine